3-bromo-N-cyclopentyl-N-((1-ethyl-1,2,3,4-tetrahydroquinolin-6-yl)methyl)benzenesulfonamide ethyl-2-(4-bromophenyl)-3-hydroxypropionate C(C)OC(C(CO)C1=CC=C(C=C1)Br)=O.BrC=1C=C(C=CC1)S(=O)(=O)N(CC=1C=C2CCCN(C2=CC1)CC)C1CCCC1